ClC1=C(C=CC(=C1)C1=NOC(=N1)C)C1=NC=C(C(=O)OC)C=C1 methyl 6-(2-chloro-4-(5-methyl-1,2,4-oxadiazol-3-yl)phenyl)nicotinate